N-hydroxyethyl-4-bromo-1,8-naphthalimide CC(N1C(=O)C2=C3C(=C(C=C2)Br)C=CC=C3C1=O)O